C(CCC=CCCCCCCCC)(=O)[O-].[Zn+2].C(CCC=CCCCCCCCC)(=O)[O-] zinc 4-tridecenate